C12COCC(CN(C1)C1=CC(=C(N)C=C1)CC)N2 4-(3-oxa-7,9-diazabicyclo[3.3.1]nonan-7-yl)-2-ethylaniline